2-(7-trifluoromethylchroman-4-ylidene)-N-(7-hydroxy-5,6,7,8-tetrahydronaphthalen-1-yl)acetamide FC(C1=CC=C2C(CCOC2=C1)=CC(=O)NC1=CC=CC=2CCC(CC12)O)(F)F